3-(4-Acetaminophenyl)-7-methyl-1H-indole-2-carboxylic acid N(C(=O)C)C1=CC=C(C=C1)C1=C(NC2=C(C=CC=C12)C)C(=O)O